(1R,3r)-3-((R)-3-(1-(1-((S)-1-(2,4-dichlorophenyl)ethyl)-4-(trifluoromethyl)-1H-benzo[d][1,2,3]triazol-6-yl)azetidin-3-yl)piperidin-1-yl)-1-methylcyclobutane-1-carboxylic acid ClC1=C(C=CC(=C1)Cl)[C@@H](C)N1N=NC2=C1C=C(C=C2C(F)(F)F)N2CC(C2)[C@@H]2CN(CCC2)C2CC(C2)(C(=O)O)C